1-(7-(4-(4-(3,5-difluorophenyl)-7H-pyrrolo[2,3-d]pyrimidin-6-yl)phenethyl)-2,7-diazaspiro[3.5]non-2-yl)prop-2-en-1-one FC=1C=C(C=C(C1)F)C=1C2=C(N=CN1)NC(=C2)C2=CC=C(CCN1CCC3(CN(C3)C(C=C)=O)CC1)C=C2